3-[5-(2-{[(2,5-dioxo-2,5-dihydro-1H-pyrrol-1-yl)acetyl]amino}ethyl)-1,2,4-oxadiazol-3-yl]propanoic acid O=C1N(C(C=C1)=O)CC(=O)NCCC1=NC(=NO1)CCC(=O)O